C(C)(C)N1N=CC(=C1)C=1C=C2C(=NNC2=CC1)C(=O)NC1=CC=NC=C1 5-(1-Isopropyl-1H-pyrazol-4-yl)-N-(pyridin-4-yl)-1H-indazole-3-carboxamide